C(C)(C)(C)OC(=O)N1C(C=CC1)C=1SC(=C(N1)C)OC1=CC=C(C=C1)N1N=CN(C1=O)CC1=C(C=CC=C1F)F (5-(4-(4-(2,6-difluorobenzyl)-5-oxo-4,5-dihydro-1H-1,2,4-triazol-1-yl)phenoxy)-4-methylthiazol-2-yl)-2,5-dihydro-1H-pyrrole-1-carboxylic acid tert-butyl ester